N-(1-(1-(cyclopropylmethyl)piperidin-4-yl)-1H-pyrazol-4-yl)-2-(2,6-difluorophenyl)pyrazolo[1,5-a][1,3,5]triazin-4-amine C1(CC1)CN1CCC(CC1)N1N=CC(=C1)NC1=NC(=NC=2N1N=CC2)C2=C(C=CC=C2F)F